BrC=1C=C2C3=C(C=C(C(NS(C=4C(=C(C=C(C(OCC2=CC1)=O)C4)Cl)OC)(=O)=O)=C3)F)F 4-bromo-13-chloro-19,21-difluoro-14-methoxy-16,16-dioxo-9-oxa-16λ6-thia-17-azatetracyclo[16.3.1.111,15.02,7]tricosa-1(21),2,4,6,11,13,15(23),18(22),19-nonaen-10-one